[2H]B deuterioborane